C(CCCCCC(=O)N)(=O)N heptandiamide